N-(6-(2-bromoacetyl)benzo[d][1,3]dioxol-5-yl)acetamide sodium 2,4,6-trimethylpyridine-3-carboxylate hydrogen chloride salt Cl.CC1=NC(=CC(=C1C(=O)[O-])C)C.[Na+].BrCC(=O)C=1C(=CC2=C(OCO2)C1)NC(C)=O